1-(5-(aminomethyl)thiophen-2-yl)-2-((6-ethoxy-2-methylpyrido[2,3-d]pyrimidin-4-yl)thio)ethan-1-one hydrochloride Cl.NCC1=CC=C(S1)C(CSC=1C2=C(N=C(N1)C)N=CC(=C2)OCC)=O